CN(CC1=NC=C(C=C1)C1=NOC(=N1)C(F)(F)F)C=1C(C(C1NCC1=NN(C=N1)C)=O)=O (methyl((5-(5-(trifluoromethyl)-1,2,4-oxadiazol-3-yl)pyridin-2-yl)methyl)amino)-4-(((1-methyl-1H-1,2,4-triazol-3-yl)methyl)amino)cyclobut-3-ene-1,2-dione